2-(isoindolin-2-ylmethyl)-5-((4-(methylthio)benzyl)oxy)-4H-pyran-4-one C1N(CC2=CC=CC=C12)CC=1OC=C(C(C1)=O)OCC1=CC=C(C=C1)SC